O1C=CC=2C(=NC=CC21)C2=CC=C(C(=O)NC1CCN(CC1)C=1SC=CN1)C=C2 4-(furo[3,2-c]pyridin-4-yl)-N-[1-(thiazol-2-yl)piperidin-4-yl]benzamide